COC1=CC=C(/C=C/C2=C(C(=O)O)C=CN=C2)C=C1 (E)-3-(4-methoxystyryl)isonicotinic acid